2-(2-hydroxy-3-methylphenyl)-4,5-dihydrothiazole-4-carbaldehyde OC1=C(C=CC=C1C)C=1SCC(N1)C=O